4,6-dichloro-5-(2-(trifluoromethyl)phenyl)-2-(4-((trifluoromethyl)sulfonyl)benzyl)-1H-benzo[d]imidazole ClC1=C(C(=CC=2NC(=NC21)CC2=CC=C(C=C2)S(=O)(=O)C(F)(F)F)Cl)C2=C(C=CC=C2)C(F)(F)F